1-[2-chloro(2H4)ethyl]-4-[4-({2-[(2H3)methyloxy](2H4)ethyl}oxy)phenyl](2H8)piperazine ClC(C(N1C(C(N(C(C1([2H])[2H])([2H])[2H])C1=CC=C(C=C1)OC(C(OC([2H])([2H])[2H])([2H])[2H])([2H])[2H])([2H])[2H])([2H])[2H])([2H])[2H])([2H])[2H]